NC1=C(C=CC(=C1)NCC1=CC=C(C=C1)O)NC(CCCCCCCC(CF)F)=O N-(2-Amino-4-((4-hydroxybenzyl)amino)phenyl)-9,10-difluorodecanamid